FC(C1=CC=C(C=C1)C1CC(C1)O)(F)F 3-(4-(trifluoromethyl)phenyl)cyclobutan-1-ol